1-deuteromethyl-3-(4-hexyloxy-1,2,5-thiadiazol-3-yl)pyridine [2H]CN1CC(=CC=C1)C1=NSN=C1OCCCCCC